C(C)N(N)CC N,N-diethyl-hydrazine